CCCCCCCC(C)OC(CCCCCCC(=O)OCC(COC(CC12CC3CC(CC(C1)C3)C2)=O)CO)=O suberic acid 1-(3-(2-((3r,5r,7r)-adamantan-1-yl) acetoxy)-2-(hydroxymethyl) propyl) 8-nonyl ester